7-(2-chloro-6-ethynyl-phenyl)-3-(4-isoquinolinyl)-1H-quinazoline-2,4-dione ClC1=C(C(=CC=C1)C#C)C1=CC=C2C(N(C(NC2=C1)=O)C1=CN=CC2=CC=CC=C12)=O